COC1=CC=C(CN(C=2C=3N(C(=C(N2)C=2C(=C(C#N)C=CC2)F)Br)N=C(N3)CC3=NC=CC=C3)CC3=CC=C(C=C3)OC)C=C1 3-(8-(bis(4-methoxybenzyl)amino)-5-bromo-2-(pyridin-2-ylmethyl)-[1,2,4]triazolo[1,5-a]pyrazin-6-yl)-2-fluorobenzonitrile